O1[C@H](COCC1)CN1N=C2C3=C(C=CC2=C1)OC(=C3C(F)(F)F)C(=O)NCCC=3C=NC=CC3 2-{[(2S)-1,4-dioxan-2-yl]methyl}-N-[2-(pyridin-3-yl)ethyl]-8-(trifluoromethyl)-2H-furo[2,3-g]indazole-7-carboxamide